COC1=C(C=C(C=C1)C1CN(C1)C(C[C@@H]1CN(CC1)C#N)=O)C1=CC=NN1C (R)-3-(2-(3-(4-methoxy-3-(1-methyl-1H-pyrazol-5-yl)phenyl)azetidin-1-yl)-2-oxoethyl)pyrrolidine-1-carbonitrile